ClC1=NC=C(C2=CC=C(C=C12)O[C@@H](C(=O)N1C[C@H](CCC1)C(=O)O)C)C1=C(C=CC=C1)C (S)-1-((R)-2-((1-chloro-4-(o-tolyl)isoquinolin-7-yl)oxy)propanoyl)piperidine-3-carboxylic acid